COC1=CC(=C2C=CC=NC2=C1)C1(CC1)NC(C1=C(C=C(C(=C1)OCC1N(CC1)C)[N+](=O)[O-])C)=O N-(1-(7-methoxyquinolin-5-yl)cyclopropyl)-2-methyl-5-((1-methylazetidin-2-yl)methoxy)-4-nitrobenzamide